2-(3-(2-((1,5-dimethyl-1H-pyrazol-3-yl)amino)-5-methylpyrimidin-4-yl)-1H-indol-7-yl)-7-(1H-pyrazol-4-yl)isoindolin-1-one CN1N=C(C=C1C)NC1=NC=C(C(=N1)C1=CNC2=C(C=CC=C12)N1C(C2=C(C=CC=C2C1)C=1C=NNC1)=O)C